C1(CC1)N(C(C1=C(C=C(C=C1)C1=NC(=CC=C1)C=1SC=C(C1)NC(CCCC)=O)OC)=O)C1CCN(CC1)C N-cyclopropyl-2-methoxy-N-(1-methylpiperidin-4-yl)-4-(6-(4-pentanamidothiophen-2-yl)pyridin-2-yl)benzamide